Benzene-1,3-dicarbonitrile C1(=CC(=CC=C1)C#N)C#N